1-Methylpentanol CC(CCCC)O